4-(5-cyclopropyl-6-methoxypyrazolo[1,5-a]pyrimidin-3-yl)-5-fluoro-N-((3S,4S)-4-fluoropiperidin-3-yl)pyrimidin-2-amine C1(CC1)C1=NC=2N(C=C1OC)N=CC2C2=NC(=NC=C2F)N[C@H]2CNCC[C@@H]2F